NC1=C(N=C2N1C=CC=C2Br)C(=O)NC2CCCC2 3-amino-8-bromo-N-cyclopentylimidazo[1,2-a]pyridine-2-carboxamide